C(C1CO1)OC1=C(C=C)C=CC(=C1)OCC1CO1 2,4-diglycidyloxystyrene